C(C1=CC=CC=C1)C1(CC(=NO1)CNC(=O)C1=C(C=NN1C)Cl)C(=O)OC methyl 5-benzyl-3-((4-chloro-1-methyl-1H-pyrazole-5-carboxamido)methyl)-4,5-dihydroisoxazole-5-carboxylate